((5-(8-Methoxy-2-oxo-2H-[1,3]oxazino[5,4-c][1,8]naphthyridin-1(4H)-yl)hexahydrocyclopenta[c]pyrrol-2(1H)-yl)sulfonyl)carbamic acid tert-butyl ester C(C)(C)(C)OC(NS(=O)(=O)N1CC2C(C1)CC(C2)N2C(OCC=1C=NC=3N=C(C=CC3C12)OC)=O)=O